1-bromo-2,3,5-tri(fluoro)benzene BrC1=C(C(=CC(=C1)F)F)F